BrC=1C(=C2C(N(C(=NC2=CC1)C)COCC[Si](C)(C)C)=O)Cl 6-bromo-5-chloro-2-methyl-3-{[2-(trimethylsilyl)ethoxy]methyl}-3,4-dihydroquinazolin-4-one